C1=CC=CC=2C3=CC=CC=C3C(C12)COC(=O)N[C@H](C(=O)OC(C)(C)C)CC=1C=NC(=CC1)Br tert-butyl (S)-2-((((9H-fluoren-9-yl)methoxy)carbonyl)amino)-3-(6-bromopyridin-3-yl)propanoate